COC1=C(C(=O)O)C(=CC(=C1)C1=CN=C2N1C=CC(=C2)C=2N=CN(C2)C)OC 2,6-dimethoxy-4-[7-(1-methylimidazol-4-yl)imidazo[1,2-a]pyridin-3-yl]benzoic acid